(2R)-2-(6-{5-chloro-2-[(oxan-4-yl)amino]pyrimidin-4-yl}-1-oxo-2,3-dihydro-1H-isoindol-2-yl)-3-hydroxy-N-[(1R)-1-(6-methoxypyridin-2-yl)ethyl]propanamide ClC=1C(=NC(=NC1)NC1CCOCC1)C1=CC=C2CN(C(C2=C1)=O)[C@@H](C(=O)N[C@H](C)C1=NC(=CC=C1)OC)CO